[(1S)-1-(ethoxymethyl)-2-methyl-propyl]carbamate C(C)OC[C@H](C(C)C)NC([O-])=O